N-ethoxyl-3,3-dimethyl-6-nitroindolinespiropyran O(CC)N1C2=CC(=CC=C2C(C12OC=CC=C2)(C)C)[N+](=O)[O-]